[Ir+].N1=C(C=CC=C1)C1=NC=CC=C1 (2,2'-bipyridine) iridium (I)